COC(=O)C1=C(N(C=C1)C)C1=C(C=C(C=C1)C(=O)OC)N 2-(2-amino-4-(methoxycarbonyl)phenyl)-1-methyl-1H-pyrrole-3-carboxylic acid methyl ester